C1(CC1)C1=C(C(=NO1)C1=C(C=NC=C1Cl)Cl)COC12CCC(CC1)(CC2)C#CC=2C=C1C(=CC=NC1=CC2)OC(F)F 6-((4-((5-Cyclopropyl-3-(3,5-dichloropyridin-4-yl)isoxazol-4-yl)methoxy)bicyclo[2.2.2]octan-1-yl)ethynyl)-4-(difluoromethoxy)chinolin